1-(3-bromophenyl)-N-(3-methoxy-4-(trifluoromethyl)benzyl)-4-phenyl-1H-imidazol-2-amine BrC=1C=C(C=CC1)N1C(=NC(=C1)C1=CC=CC=C1)NCC1=CC(=C(C=C1)C(F)(F)F)OC